C(C)(C)(C)OC(NCC#CC1=C(C(=CC=C1N)F)F)=O (3-(6-amino-2,3-difluorophenyl)prop-2-yn-1-yl)-carbamic acid tert-butyl ester